N-[4-(7-(4-cyanophenyl)-5-{[(3R)-1-methylpiperidin-3-yl]methoxy}imidazo[1,2-c]pyrimidin-8-yl)-2-fluorobenzyl]-N-methylmethanesulfonamide C(#N)C1=CC=C(C=C1)C1=C(C=2N(C(=N1)OC[C@H]1CN(CCC1)C)C=CN2)C2=CC(=C(CN(S(=O)(=O)C)C)C=C2)F